BrC=1C(=CC=C2CCC=3C(=NOC3C12)NS(=O)(=O)C1=C(C=CC=C1OC)OC)OC N-{9-bromo-8-methoxy-4H,5H-naphtho[2,1-d][1,2]oxazol-3-yl}-2,6-dimethoxybenzenesulfonamide